(2,3,4-trimethoxy-6-methylphenyl)(4,5-dichloro-2-methoxy-3-pyridinyl)methanol COC1=C(C(=CC(=C1OC)OC)C)C(O)C=1C(=NC=C(C1Cl)Cl)OC